4-Amino-3-methylbutyl-trimethoxysilan NCC(CC[Si](OC)(OC)OC)C